tert-Butyl (R)-3-(2-azaspiro[3.3]heptan-2-yl)pyrrolidine-1-carboxylate C1N(CC12CCC2)[C@H]2CN(CC2)C(=O)OC(C)(C)C